COC=1C=C(C=CC1OC)C=1NC2=CC=C(C=C2C1C)C1CCN(CC1)CCCNC 3-(4-(2-(3,4-dimethoxyphenyl)-3-methyl-1H-indol-5-yl)piperidin-1-yl)-N-methylpropan-1-amine